(4S)-N-(7-chloro-6-(1-((3S,4S)-4-fluoro-3-methyltetrahydrofuran-3-yl)piperidin-4-yl)isoquinolin-3-yl)-2,2-dimethyltetrahydro-2H-pyran-4-carboxamide ClC1=C(C=C2C=C(N=CC2=C1)NC(=O)[C@@H]1CC(OCC1)(C)C)C1CCN(CC1)[C@]1(COC[C@H]1F)C